ClC1=NC=C(C(=C1F)N1C(C(=C(C=C1C)[C@@H]1[C@H](C1)C1=CC=C(C=C1)F)Cl)=O)C 2',3-dichloro-3'-fluoro-4-((1S,2S)-2-(4-fluorophenyl)cyclopropyl)-5',6-dimethyl-2H-[1,4'-bipyridin]-2-one